(R)-4-(2-(ethoxymethoxy)-4-ethynylphenyl)-N-(tetrahydrofuran-3-yl)phthalazin-1-amine C(C)OCOC1=C(C=CC(=C1)C#C)C1=NN=C(C2=CC=CC=C12)N[C@H]1COCC1